FC(OC=1C=C(C=NC1OC)C1=CC=2N(C=C1)N=C(C2)N)F 5-(5-(difluoromethoxy)-6-methoxypyridin-3-yl)pyrazolo[1,5-A]pyridin-2-amine